FC(C1=NC2=CC=C(C=C2C(N1)=O)C1=CC(=NN1C)NC(=O)NC1=CC(=C(C=C1)CN1CCN(CC1)C)C(F)(F)F)F 1-(5-(2-(difluoromethyl)-4-oxo-3,4-dihydroquinazolin-6-yl)-1-methyl-1H-pyrazol-3-yl)-3-(4-((4-methylpiperazin-1-yl)methyl)-3-(trifluoromethyl)phenyl)urea